CN(C(=O)C=1NC2=CC=C(C=C2C1)/C=C/C(=O)O)C1=CC=CC=C1 (E)-3-(2-(methyl(phenyl)carbamoyl)-1H-indol-5-yl)acrylic acid